(±)-3,4-difluoro-10-(4-methoxyphenyl)-6,7,8,9-tetrahydro-5H-6,9-epiminocyclohepta[c]pyridine FC1=C(C2=C(C=N1)C1CCC(C2)N1C1=CC=C(C=C1)OC)F